2-(((Tert-butyldimethylsilyl)oxy)methyl)-4-methoxy-N-(5-methoxy-2-(3-methoxybenzyl)phenyl)aniline [Si](C)(C)(C(C)(C)C)OCC1=C(NC2=C(C=CC(=C2)OC)CC2=CC(=CC=C2)OC)C=CC(=C1)OC